Cl.COC(C1=CC=C(C=C1)NC(=O)C=1N(C=C(N1)N)C)=O 4-(4-amino-1-methyl-1H-imidazole-2-carboxamido)-benzoic acid methyl ester hydrochloride